OC1CNCCC1NC(OC(C)(C)C)=O tert-butyl (3-hydroxypiperidin-4-yl)carbamate